NC1=C(C2=C(C=3N(C(=C2)C)N=C(N3)OCCN(C)C)N1C1=C(C(=CC=C1C)OC)C)C#N 8-amino-2-(2-(dimethylamino)ethoxy)-9-(3-methoxy-2,6-dimethylphenyl)-5-methyl-9H-pyrrolo[2,3-c][1,2,4]triazolo[1,5-a]pyridine-7-carbonitrile